ClCC(=O)N(CC)C1=CC2=C(OC(O2)(F)F)C=C1 2-chloro-N-(2,2-difluorobenzo[d][1,3]dioxol-5-yl)-N-ethylacetamide